C(C)NC(=O)N1C(C(CCC1)NS(=O)(=O)C)CO[C@@H]1CC[C@@H](CC1)C1=CC=CC=C1 N-ethyl-3-((methylsulfonyl)amino)-2-(((cis-4-phenylcyclohexyl)oxy)methyl)-piperidine-1-carboxamide